O=C1N(C(CC1)=O)C(=O)O.CC1(CCOCC1)C(=O)O 4-methyltetrahydro-2H-pyran-4-carboxylic acid 2,5-dioxopyrrolidine-1-carboxylate